(S)-N1-(4-amino-1H-pyrazolo[4,3-c]pyridin-7-yl)-N2-(3-methylbutan-2-yl)-N2-((3-methylpyridin-2-yl)methyl)oxalamide NC1=NC=C(C2=C1C=NN2)NC(C(=O)N(CC2=NC=CC=C2C)[C@@H](C)C(C)C)=O